3-{3-ethyl-4-[(3-oxo-3,4-dihydropyrido[2,3-b]pyrazin-8-yl)oxy]phenyl}-1-[5-(trifluoromethyl)-3-pyridinyl]-2,4-imidazolidinedione trifluoroacetate FC(C(=O)O)(F)F.C(C)C=1C=C(C=CC1OC1=CC=NC=2NC(C=NC21)=O)N2C(N(CC2=O)C=2C=NC=C(C2)C(F)(F)F)=O